C(#N)CCP([O-])([O-])(Cl)N(C(C)C)C(C)C 2-cyanoethyl-N,N-diisopropylamino-chlorophosphite